OC=1C=C(C=CC1O)C=CC 3,4-dihydroxyphenyl-propylene